4-[2-(1,7-diazaspiro[4.4]nonan-7-yl)-8-fluoro-4-(1-piperidyl)pyrido[4,3-d]pyrimidin-7-yl]-6-fluoro-5-(2-triisopropylsilylethynyl)naphthalen-2-ol HCl salt Cl.N1CCCC12CN(CC2)C=2N=C(C1=C(N2)C(=C(N=C1)C1=CC(=CC2=CC=C(C(=C12)C#C[Si](C(C)C)(C(C)C)C(C)C)F)O)F)N1CCCCC1